N1(C=NC=C1)C1CN(C1)[C@@H]1[C@H](CCCC1)OC=1C=C2CN(C(C2=CC1)=O)C1C(NC(CC1)=O)=O 3-(5-(((1S,2S)-2-(3-(1H-imidazol-1-yl)azetidin-1-yl)-cyclohexyl)oxy)-1-oxoisoindolin-2-yl)piperidine-2,6-dione